N-(4-{[6-(5-chloro-2-fluoro-phenyl)-3-{methyl[(2-oxo-oxolan-3-yl)methyl]amino}-pyridazin-4-yl]amino}pyridin-2-yl)-3-(4-methylpiperazin-1-yl)propanamide ClC=1C=CC(=C(C1)C1=CC(=C(N=N1)N(CC1C(OCC1)=O)C)NC1=CC(=NC=C1)NC(CCN1CCN(CC1)C)=O)F